ClC=1C=C(C=NC1N1N=CC=N1)NC(=O)[C@@H]1CC(C2=C1C=NC=1N2N=C(C1C)F)(C)C (R)-N-(5-chloro-6-(2H-1,2,3-triazol-2-yl)pyridin-3-yl)-2-fluoro-3,8,8-trimethyl-7,8-dihydro-6H-cyclopenta[e]pyrazolo[1,5-a]pyrimidine-6-carboxamide